1-((3,3-difluorocyclopentyl)methyl)-4-methyl-3-(perfluoroethyl)-1H-pyrazole FC1(CC(CC1)CN1N=C(C(=C1)C)C(C(F)(F)F)(F)F)F